azidosuccinimide N(=[N+]=[N-])C1C(=O)NC(C1)=O